FC=1C=CC(=NC1C(=O)N1CCOCC1)C=1C=C(C2=C(C=C(O2)CNC(OC(C)(C)C)=O)C1)C(F)(F)F tert-butyl (5-(5-fluoro-6-(morpholine-4-carbonyl)pyridin-2-yl)-7-(trifluoromethyl)benzofuran-2-yl)methylcarbamate